S(=O)(=O)(OC1=CC=CC=2C3=CC=CC=C3CC12)CCO fluorenyl isethionate